Ethyl 1-(4'-(5-((((4-fluorobenzyl)oxy)carbonyl)amino)-4-methyl-1H-1,2,3-triazol-1-yl)-[1,1'-biphenyl]-4-yl)cyclopropane-1-carboxylate FC1=CC=C(COC(=O)NC2=C(N=NN2C2=CC=C(C=C2)C2=CC=C(C=C2)C2(CC2)C(=O)OCC)C)C=C1